N1(C=NC=C1)C(=S)N1CC2=C(CC1)N=C(S2)NC(=O)NC N-[5-(1H-imidazole-1-thiocarbonyl)-4,5,6,7-tetrahydro[1,3]thiazolo[5,4-c]pyridin-2-yl]-N'-methylurea